FC1=CC=CC=2C=3N(C(=NC12)N)C=C(N3)CCN3CCN(CC3)C3=NC=CC=C3 7-fluoro-2-(2-(4-(pyridin-2-yl)piperazin-1-yl)ethyl)imidazo[1,2-c]quinazolin-5-amine